OCCOC(C1=CN=CC=C1)=O Nicotinic acid 2-hydroxyethyl ester